C(C(S)CC(=O)[O-])(=O)[O-].[Au+3].C(C(S)CC(=O)[O-])(=O)[O-].C(C(S)CC(=O)[O-])(=O)[O-].[Au+3] Gold thiomalate